tert-butyl 3-(5-(2-bromoacetyl)thiophen-2-yl)-3-methoxypyrrolidine-1-carboxylate BrCC(=O)C1=CC=C(S1)C1(CN(CC1)C(=O)OC(C)(C)C)OC